4,4,5,5-tetramethyl-2-(8-methyl-1-naphthyl)-1,3,2-dioxaborolane CC1(OB(OC1(C)C)C1=CC=CC2=CC=CC(=C12)C)C